3-iodo-2-propynyl n-hexylcarbamate C(CCCCC)NC(OCC#CI)=O